1,3-bis(6-hexoxyhexyl)imidazolium nitrogen [N+3].C(CCCCC)OCCCCCCN1C=[N+](C=C1)CCCCCCOCCCCCC